O1CC(C1)N1C=CC=2C1=NC(=CC2CN2CCCC2)C=2C=C1CN(C(C1=CC2)=O)C2C(NC(CC2)=O)=O 3-(5-(1-(oxetan-3-yl)-4-(pyrrolidin-1-ylmethyl)-1H-pyrrolo[2,3-b]pyridin-6-yl)-1-oxoisoindolin-2-yl)piperidine-2,6-dione